3-benzoyl-1-(1-(4-(bromomethyl)phenyl)-2-oxopyrrolidin-3-yl)pyrimidine-2,4(1H,3H)-dione C(C1=CC=CC=C1)(=O)N1C(N(C=CC1=O)C1C(N(CC1)C1=CC=C(C=C1)CBr)=O)=O